ClC1=C(C(=O)O)C(=C(C(=N1)Cl)F)N(C(CC(=O)OCC)=O)CC1=CC=C(C=C1)OC 2,6-dichloro-4-(3-ethoxy-N-(4-methoxybenzyl)-3-oxopropanamido)-5-fluoronicotinic acid